(E)-7-(3-(2-chlorobenzylidene)-2,5-diketopyrrolidinyl)-N-hydroxyheptylamide ClC1=C(\C=C/2\C(N(C(C2)=O)C(CCCCCC[NH-])O)=O)C=CC=C1